CC1=NN2C(N=C(C(=C2)NC(=O)N2CCC=3C2=NC=CC3N3C[C@@H](N(CC3)C(=O)OC(C)(C)C)C)C)=N1 tert-butyl (S)-4-(1-((2,5-dimethyl-[1,2,4]triazolo[1,5-a]pyrimidin-6-yl)carbamoyl)-2,3-dihydro-1H-pyrrolo[2,3-b]pyridin-4-yl)-2-methylpiperazine-1-carboxylate